C(C=C)(=O)NC(CS(=O)(=O)[O-])(C)C.[NH4+] ammonium 2-acrylamido-2-methylpropanesulfonate